CC1=C(C(=CC=C1)C)N1C(C=2N(C(C(=C(C2C1)C1=C(C=CC=C1)O)C1=CC=C(C=C1)[N+](=O)[O-])=O)C1=C(C=C(C=C1C)C)C)=O 6-(2,6-dimethylphenyl)-4-(2-hydroxyphenyl)-1-mesityl-3-(4-nitrophenyl)-5,6-dihydro-1H-pyrrolo[3,4-b]pyridine-2,7-dione